8-(naphthalen-2-yl)-2-(pyren-1-ylmethyl)hexahydro-2H-pyrazino[1,2-a]pyrazine-6,9-dione C1=C(C=CC2=CC=CC=C12)N1C(C2N(CCN(C2)CC2=CC=C3C=CC4=CC=CC5=CC=C2C3=C45)C(C1)=O)=O